tert-butyl (2S,5R)-4-(3-((((E)-amino(cyclopropyl)methylene)amino)oxy)-1-(4-fluorophenyl)-3-oxopropyl)-2,5-dimethylpiperazine-1-carboxylate N\C(\C1CC1)=N\OC(CC(C1=CC=C(C=C1)F)N1C[C@@H](N(C[C@H]1C)C(=O)OC(C)(C)C)C)=O